ClC=1C=C(C=2N(N1)C(=CN2)I)NN=CC2=CC(=CC=C2)C 6-chloro-3-iodo-8-(2-(3-methylbenzylidene)hydrazinyl)imidazo[1,2-b]pyridazine